(S)-10-((5-Chloro-2-((R)-2-(hydroxymethyl)azetidin-1-yl)pyrimidin-4-yl)amino)-2-cyclopropyl-3,3-difluoro-7-methyl-1,2,3,4-tetrahydro-[1,4]oxazepino[2,3-c]chinolin-6(7H)-on ClC=1C(=NC(=NC1)N1[C@H](CC1)CO)NC1=CC=2C3=C(C(N(C2C=C1)C)=O)OCC([C@@H](N3)C3CC3)(F)F